(R)-N-((R)-azepan-4-yl)-2-methylpropan-2-sulfinamide N1CC[C@@H](CCC1)N[S@](=O)C(C)(C)C